FC(CC[Si](Cl)(Cl)C)(F)F (3,3,3-trifluoropropyl)methyldichlorosilane